C(CC(=O)[O-])(=O)OC1=C(C(=C(C(=C1)CC)C(Cl)(Cl)Cl)F)CC diethyl-(3-fluoro-4-(trichloromethyl) phenyl) malonate